[Si](C)(C)(C(C)(C)C)OC[C@@H]1[C@H]([C@@H]([C@@H](O1)N1CN=CC(=C1)F)F)OC(C1=CC=CC=C1)(C1=CC=CC=C1)C1=CC=C(C=C1)OC 1-((2R,3S,4R,5R)-5-(((tert-butyldimethylsilyl)oxy)methyl)-3-fluoro-4-((4-methoxyphenyl)diphenylmethoxy)tetrahydrofuran-2-yl)-5-fluoropyrimidine